N-[4-[(6,7-Dimethoxy-1,5-naphthyridin-4-yl)oxy]phenyl]-5-ethyl-1-(4-fluorophenyl)-4,6-dimethyl-2-oxopyridine-3-carboxamide COC=1N=C2C(=CC=NC2=CC1OC)OC1=CC=C(C=C1)NC(=O)C=1C(N(C(=C(C1C)CC)C)C1=CC=C(C=C1)F)=O